(3R)-6-amino-1-benzyl-7-chloro-3-methyl-3H-pyrido[2,3-b][1,4]oxazin-2-one NC=1C(=CC2=C(O[C@@H](C(N2CC2=CC=CC=C2)=O)C)N1)Cl